6-((R)-(2-((S)-Amino(4,4-difluorocyclohexyl)methyl)imidazo[1,2-b]pyridazin-7-yl)(cyclopropyl)methyl)-4,6-diazaspiro[2.4]heptan-5-one hydrochloride Cl.N[C@H](C=1N=C2N(N=CC(=C2)[C@H](N2C(NC3(CC3)C2)=O)C2CC2)C1)C1CCC(CC1)(F)F